C[C@@H]1N(CCN(C1)C)C(=O)Cl (S)-2,4-dimethylpiperazine-1-carbonyl chloride